COC1=C(C=C(C=C1)[C@@H]1CC[C@H](CC1)CN(C(=O)[C@@H]1CC[C@H](CC1)C(=O)O)C1=CC(=CC=C1)C1=CN=C(S1)OC)C trans-4-(((trans-4-(4-Methoxy-3-methylphenyl)cyclohexyl)methyl)(3-(2-methoxythiazol-5-yl)phenyl)carbamoyl)cyclohexanecarboxylic acid